OCCCN1C(=O)N(C)C=2N=CNC2C1=O beta-hydroxy-ethyl-theophylline